D,L-2-amino-5-phosphonovaleric acid N[C@@H](C(=O)O)CCCP(=O)(O)O |r|